(Z)-2-(5-bromo-1-(4-(4-fluorophenoxy)benzylidene)-2-methyl-1H-inden-3-yl)acetic acid BrC=1C=C2C(=C(/C(/C2=CC1)=C/C1=CC=C(C=C1)OC1=CC=C(C=C1)F)C)CC(=O)O